(2-amino-3-(3-((6-((2-fluorobenzyl)oxy)pyridin-2-yl)methyl)isoxazol-5-yl)pyridin-1-ium-1-yl)methyl hydrogen phosphate P(=O)(OC[N+]1=C(C(=CC=C1)C1=CC(=NO1)CC1=NC(=CC=C1)OCC1=C(C=CC=C1)F)N)(O)[O-]